CS(=O)(=O)OCCOCCOCCOCCOCCOCCNC(CCCC[C@@H]1SC[C@@H]2NC(N[C@@H]21)=O)=O 2-[2-[2-[2-[2-[2-[5-[(3aS,4S,6aR)-2-oxo-hexahydrothieno[3,4-d]imidazol-4-yl]pentanoylamino]ethoxy]ethoxy]ethoxy]ethoxy]ethoxy]ethyl methanesulfonate